2-{7-[(7S)-4-azaspiro[2.5]octan-7-yl]-7H-pyrrolo[2,3-c]pyridazin-3-yl}-5-(1H-1,2,3-triazol-1-yl)phenol trifluoroacetate FC(C(=O)O)(F)F.C1CC12NCC[C@@H](C2)N2C=CC1=C2N=NC(=C1)C1=C(C=C(C=C1)N1N=NC=C1)O